α-hydroxybutyl-e-hydroxy hexanoate C(CCCCC)(=O)OOC(CCC)O